NC1=C(C=C(C=N1)C=1C=C2N(N1)CC[C@]21CN(CC1)C(=O)NC1(CCC1)C)C(F)(F)F |r| (rac)-2'-[6-amino-5-(trifluoromethyl)pyridin-3-yl]-N-(1-methylcyclobutyl)-5',6'-dihydrospiro[pyrrolidine-3,4'-pyrrolo[1,2-b]pyrazole]-1-carboxamide